11-(1-Methoxypropan-2-yl)-11-azatricyclo[6.2.1.02,7]undeca-2,4,6,9-tetraene hydrochloride Cl.COCC(C)N1C2C3=CC=CC=C3C1C=C2